methyl (E)-4-(1-(2-((1-(1-(naphthalen-1-yl)ethyl)piperidin-4-yl)amino)acetamido)cyclopropane-1-carboxamido)but-2-enoate C1(=CC=CC2=CC=CC=C12)C(C)N1CCC(CC1)NCC(=O)NC1(CC1)C(=O)NC/C=C/C(=O)OC